C1(=CC=CCC1)C=CC1=CC(=C2CCC(OC2=C1)(C)C)OC 7-(2-Cyclohexa-1,3-dien-1-ylethenyl)-5-methoxy-2,2-dimethyl-3,4-dihydrochromene